N-(2,2,2-trifluoroethyl)maleimide silicon [Si].FC(CN1C(C=CC1=O)=O)(F)F